(1R,2S,5S)-N-(2-amino-2-oxo-1-phthalazin-1-yl-ethyl)-6,6-dimethyl-3-[(2S)-3-tetrahydrofuran-3-yl-2-[(2,2,2-trifluoroacetyl)amino]propanoyl]-3-azabicyclo[3.1.0]hexane-2-carboxamide NC(C(C1=NN=CC2=CC=CC=C12)NC(=O)[C@@H]1[C@H]2C([C@H]2CN1C([C@H](CC1COCC1)NC(C(F)(F)F)=O)=O)(C)C)=O